FC(C=1NC(NC(C1)=O)=O)(F)F 4-(trifluoromethyl)-2,6-dioxo-3,6-dihydropyrimidine